FC=1C=C(C=CC1)C1=C(N=CC(=N1)C(=O)O)OC1=CC=C(C=C1)C(F)(F)F 6-(3-Fluorophenyl)-5-[4-(trifluoromethyl)phenoxy]pyrazine-2-carboxylic acid